6-amino-5-fluoro-4-((2-methoxyethyl)amino)nicotinonitrile NC1=NC=C(C#N)C(=C1F)NCCOC